(S)-2-amino-3-(4-(1-ethyl-1H-pyrazol-4-yl)phenyl)propanoic acid N[C@H](C(=O)O)CC1=CC=C(C=C1)C=1C=NN(C1)CC